α-acetylethylbenzyl-amine C(C)(=O)C(C)NCC1=CC=CC=C1